Cl.Cl.C(C)(C)N1CCN(CC1)C=1C=CC(=NC1)NC=1N=CC2=C(N1)N1C(=C2)C(NCC12CCCCC2)=O 2'-((5-(4-isopropylpiperazin-1-yl)pyridin-2-yl)amino)-7',8'-dihydro-6'H-spiro[cyclohexane-1,9'-pyrazino[1',2':1,5]pyrrolo[2,3-d]pyrimidin]-6'-one di-HCl salt